The molecule is an N-(fatty acyl)-L-alpha-amino acid anion that is the conjugate base of N-propanoyl-L-methionine, obtained by deprotonation of the carboxy group; major species at pH 7.3. It is a N-(fatty acyl)-L-alpha-amino acid anion and a N-(fatty acyl)-L-methionine(1-). It is a conjugate base of a N-propanoyl-L-methionine. CCC(=O)N[C@@H](CCSC)C(=O)[O-]